N1(N=NC2=C1C=CC=C2)CC(=O)N2C(CC(C2)F)C(=O)NC(C2=CC=CC=C2)C2=NC(=C(C=C2)C2(CC2)C)F 1-[2-(1H-1,2,3-benzotriazol-1-yl)acetyl]-4-fluoro-N-{[6-fluoro-5-(1-methylcyclopropyl)pyridin-2-yl](phenyl)methyl}pyrrolidine-2-carboxamide